C(C)C1OCOC1CC 4,5-diethyl-1,3-dioxolane